NCOCCC(N)C(=O)O oxalysine